(S,E)-2-(cyclopropylmethyl)-N-(4-(methylsulfonyl)but-3-en-2-yl)-4-phenoxypyrimidine-5-carboxamide C1(CC1)CC1=NC=C(C(=N1)OC1=CC=CC=C1)C(=O)N[C@@H](C)\C=C\S(=O)(=O)C